6-[(2-amino-4-pyridyl)methyl]-1-methyl-pyridin-2-one NC1=NC=CC(=C1)CC1=CC=CC(N1C)=O